CN1C(NC(C2=CC=CC=C12)=O)C=1C(=NNC1)C1=CC=C(C=C1)OC(F)(F)F 1-Methyl-2-[3-(4-(trifluorometh-oxy)phenyl)-1H-pyrazol-4-yl]-2,3-dihydroquinazolin-4-one